6-(2-hydroxyprop-2-yl)pyridine-2-carboxylic acid potassium salt [K+].OC(C)(C)C1=CC=CC(=N1)C(=O)[O-]